CN1N=CC(=C1C)C1=NNC2=NC(=CN=C21)N2C[C@@H]1[C@]([C@@H]1CC2)(C2=C(C=CC=C2)F)CN ((1S,6R,7R)-3-(3-(1,5-dimethyl-1H-pyrazol-4-yl)-1H-pyrazolo[3,4-b]pyrazin-6-yl)-7-(2-fluorophenyl)-3-azabicyclo[4.1.0]heptan-7-yl)methanamine